1,4,5,6,7,7-hexachlorobicyclo[2.2.1]-hept-5-en-2-methanol ClC12C(CC(C(=C1Cl)Cl)(C2(Cl)Cl)Cl)CO